Glyceryllaurate C(C(O)CO)OC(CCCCCCCCCCC)=O